ClC1=C(C=C2C=C(NC2=C1)C=1C=CC(=NC1)N1CCOCC1)C1=C2C=CC=NC2=CC=C1 4-(5-(6-chloro-5-(quinolin-5-yl)-1H-indol-2-yl)pyridin-2-yl)morpholine